ClC=1N=CC(=NC1)[C@H](C(=O)NC1=CC(=C(C(=O)N)C(=C1)[2H])F)CC1CC1 |r| (±)-4-(2-(5-Chloropyrazin-2-yl)-3-cyclopropylpropionamido)-2-fluorobenzamide-6-d